5-[3-(benzyloxy)(2-fluorophenyl)-1H-pyrazol-5-yl]-2-fluoropyridine C(C1=CC=CC=C1)OC1=NN(C(=C1)C=1C=CC(=NC1)F)C1=C(C=CC=C1)F